C(C1=CC=CC=C1)OC1=CC=C2C(=CCOC2=C1)C1=CC=C(C=C1)Br 7-(benzyloxy)-4-(4-bromophenyl)-2H-chromene